4-(((1-methyl-6-(pyridin-3-yl)-1H-pyrazolo[3,4-d]pyrimidin-4-yl)amino)methyl)benzenesulfonamide CN1N=CC=2C1=NC(=NC2NCC2=CC=C(C=C2)S(=O)(=O)N)C=2C=NC=CC2